N1=CC=C2N1C[C@@H]1C[C@@]3(CCCN3[C@@H]12)CO ((3bS,7aS,8aS)-6,7,8,8a-tetrahydro-5H,9H-pyrazolo[1',5':1,5]pyrrolo[3,4-b]pyrrolizin-7a(3bH)-yl)methanol